ClC1=NN2C(N=CC3=C2C(CN3C(=O)NC=3C=NC(=C(C3)Cl)OC(F)F)(C)C(F)F)=C1 2-chloro-N-(5-chloro-6-(difluoromethoxy)pyridin-3-yl)-8-(difluoromethyl)-8-methyl-7,8-dihydro-6H-pyrazolo[1,5-a]pyrrolo[2,3-e]pyrimidine-6-carboxamide